OC(C)(C)C=1C=C(SC1)[S@@](=O)(N)=NC(NC1=C2CCC(C2=CC=2CCCC12)=O)=O |o1:9| (R) or (S)-4-(2-hydroxypropan-2-yl)-N'-((1-oxo-1,2,3,5,6,7-hexahydro-s-indacen-4-yl)carbamoyl)thiophene-2-sulfonimidamide